CC1C(C(CC1)O)O 3-methylcyclopentan-1,2-diol